N-(3-(2-aminoquinazolin-6-yl)-2,4-difluorophenyl)-2,5-bis(trifluoromethyl)benzenesulfonamide NC1=NC2=CC=C(C=C2C=N1)C=1C(=C(C=CC1F)NS(=O)(=O)C1=C(C=CC(=C1)C(F)(F)F)C(F)(F)F)F